3-(7-(3-(2-methoxyphenyl)propyl)-7-azabicyclo[2.2.1]heptan-2-yl)-1H-indole COC1=C(C=CC=C1)CCCN1C2C(CC1CC2)C2=CNC1=CC=CC=C21